tert-butyl 4-[[1-methoxy-3-[1-[1-[(4-methoxyphenyl)methyl]-2,6-dioxo-3-piperidyl]-3-methyl-2-oxo-benzimidazol-4-yl]cyclobutyl]methyl]piperazine-1-carboxylate COC1(CC(C1)C1=CC=CC=2N(C(N(C21)C)=O)C2C(N(C(CC2)=O)CC2=CC=C(C=C2)OC)=O)CN2CCN(CC2)C(=O)OC(C)(C)C